methyl 2-cyclopentyl-4-(3-cyclopropylpyrrolo[2,3-b]pyrazin-5-yl)benzoate C1(CCCC1)C1=C(C(=O)OC)C=CC(=C1)N1C=CC=2C1=NC(=CN2)C2CC2